CC1(CC(C(N1)=O)CCCO)C 1-(5,5-dimethyl-2-oxopyrrolidin-3-yl)-3-hydroxypropan